[N+](=O)([O-])C1=CC=C(NC([C@@H](NC(C2=CC=CC=C2)=O)CCCNC(N)=N)=O)C=C1 |r| Nα-benzoyl-DL-arginine-p-nitroanilide